1-(6-(4-isopropyl-4H-1,2,4-triazol-3-yl)pyridin-2-yl)-3-(7H-purin-2-yl)urea C(C)(C)N1C(=NN=C1)C1=CC=CC(=N1)NC(=O)NC1=NC=C2NC=NC2=N1